O=C1OC2=C(N1)C=C(C=C2)C=O 2,3-DIHYDRO-2-OXOBENZO[D]OXAZOLE-5-CARBALDEHYDE